(E)-2-(benzo[d]thiazol-2-yl)-3-(7-hydroxycoumarin-3-yl)acrylonitrile S1C(=NC2=C1C=CC=C2)\C(\C#N)=C\C=2C(OC1=CC(=CC=C1C2)O)=O